C(#N)C=1SC(=C(N1)C(=O)NC1=C(C(=C(C(=C1F)F)C1=CC(=CC=C1)OC([2H])([2H])[2H])F)F)C(=O)NOC([2H])([2H])[2H] 2-Cyano-N5-(methoxy-d3)-N4-(2,3,5,6-tetrafluoro-3'-(methoxy-d3)-[1,1'-biphenyl]-4-yl)thiazole-4,5-dicarboxamide